ClC1=C(C=CC=C1F)C1CCN(CC1)C(=O)C1=NNC2=C1CN(CC2)C(=O)OC(C)(C)C tert-butyl 3-(4-(2-chloro-3-fluorophenyl) piperidine-1-carbonyl)-1,4,6,7-tetrahydro-5H-pyrazolo[4,3-c]pyridine-5-carboxylate